(R)-2-(2-fluoropyridin-3-yl)-5-(4-(4-methylpyrazolo[1,5-a]pyridin-2-yl)-1,4,6,7-tetrahydro-5H-imidazo[4,5-c]pyridin-5-yl)-1,3,4-oxadiazole FC1=NC=CC=C1C=1OC(=NN1)N1[C@H](C2=C(CC1)NC=N2)C2=NN1C(C(=CC=C1)C)=C2